1-[(2R,3S,4R,5R)-3-chloro-4-hydroxy-5-(hydroxymethyl)oxolan-2-yl]-5-fluoro-3H-pyrimidine Cl[C@@H]1[C@@H](O[C@@H]([C@H]1O)CO)N1CNCC(=C1)F